lauroyl-arginine ethyl-levulinate C(C)C(C(=O)O)CC(=O)C.C(CCCCCCCCCCC)(=O)N[C@@H](CCCNC(N)=N)C(=O)O